sodium 3-dimethylaminopropylamine CN(CCCN)C.[Na]